5-(2-chloro-5-(isobutyrylaminomethyl)benzoylamino)-N-(2-fluoro-4-(trifluoromethyl)benzyl)-1-(3-methoxypropyl)-1H-indole-2-carboxamide ClC1=C(C(=O)NC=2C=C3C=C(N(C3=CC2)CCCOC)C(=O)NCC2=C(C=C(C=C2)C(F)(F)F)F)C=C(C=C1)CNC(C(C)C)=O